2-[4-[3-[1-(5-chloropyrimidin-2-yl)-4-piperidyl]propoxy]-2-fluoro-phenyl]-1-[(3R)-3-[[[(2S,3S,4R)-2,3,4,5-tetrahydroxypentyl]amino]methyl]pyrrolidin-1-yl]ethanone ClC=1C=NC(=NC1)N1CCC(CC1)CCCOC1=CC(=C(C=C1)CC(=O)N1C[C@H](CC1)CNC[C@@H]([C@@H]([C@@H](CO)O)O)O)F